5-(5-((1S,2R)-2-isopropylcyclopropyl)-6-(prop-1-yn-1-yl)pyridazin-3-yl)pyrimidine C(C)(C)[C@@H]1[C@H](C1)C=1C=C(N=NC1C#CC)C=1C=NC=NC1